C(C=C)OCC1=C(C=CC=C1)CNCCC(=O)OC(C)(C)C tert-butyl 3-[[2-(allyloxymethyl)phenyl]methylamino]propanoate